(E)-N-(3-((2,2-difluoroethyl)amino)-3-iminopropyl)-1-methyl-4-(1-methyl-4-(4-(2-(quinolin-3-yl)vinyl)benzamido)-1H-pyrrole-2-carboxamido)-1H-pyrrole-2-carboxamide FC(CNC(CCNC(=O)C=1N(C=C(C1)NC(=O)C=1N(C=C(C1)NC(C1=CC=C(C=C1)\C=C\C=1C=NC2=CC=CC=C2C1)=O)C)C)=N)F